O[C@H]1[C@H]([C@@H](O[C@H]([C@@H]1O)C)O[C@@H]1C=2C(=C3C(C=4C=CC=CC4C(C3=C(C2C[C@](C1)(C(CO)=O)O)O)=O)=O)O)I (7S,9S)-7-(((2R,3R,4R,5R,6S)-4,5-dihydroxy-3-iodo-6-methyltetrahydro-2H-pyran-2-yl)oxy)-6,9,11-trihydroxy-9-(2-hydroxyacetyl)-7,8,9,10-tetrahydrotetracene-5,12-dione